O=C1NC(CCC1N1C(C2=CC=CC(=C2C1=O)CN1C[C@H](OCC1)CC(=O)N1CCC(CC1)NC(OC(C)(C)C)=O)=O)=O tert-butyl (1-(2-((2R)-4-((2-(2,6-dioxopiperidin-3-yl)-1,3-dioxoisoindolin-4-yl)methyl)morpholin-2-yl)acetyl)piperidin-4-yl)carbamate